vinylpyridine-4-carboxylic acid methyl ester COC(=O)C1=CC(=NC=C1)C=C